CCN(C(C)CC1=CC=CC=C1)C(=O)C(C(C(C(=O)OCC)(F)F)(F)F)(F)F N-Ethyl-N-(4-carbethoxyhexafluorobutyryl)-amphetamine